NC1=NC=C(C=N1)C=1N=C(C2=C(N1)CNCC2)N2C(COCC2)C 2-(2-aminopyrimidin-5-yl)-4-(3-methylmorpholinyl)-5,6,7,8-tetrahydropyrido[3,4-d]pyrimidin